C(C)OC(=O)C=1C(=NC(=NC1)C1(CCCC1)O)OC1=CC=CC=C1 2-(1-hydroxycyclopentyl)-4-phenoxy-pyrimidine-5-carboxylic acid ethyl ester